BrC=1C=C(C=CC1)[C@@H](C)NC1=NC(=NC2=CC(=C(C=C12)OC)OCCCCCC(=O)NCC=1SC=C2C1CN(C2=O)C2C(NC(CC2)=O)=O)C 6-((4-(((R)-1-(3-bromophenyl)ethyl)amino)-6-methoxy-2-methylquinazolin-7-yl)oxy)-N-((5-(2,6-dioxopiperidin-3-yl)-4-oxo-5,6-dihydro-4H-thieno[3,4-c]pyrrol-1-yl)methyl)-hexanamide